CC=1C(C=CC1)(C)[Pt](C)(C)C (dimethylcyclopentadienyl)trimethylplatinum